6-amino-1-(4-aminophenyl)-1,3,3-trimethylindane NC1=CC=C2C(CC(C2=C1)(C)C1=CC=C(C=C1)N)(C)C